Cyclobutyl (2-((S)-1-(2,3-difluorobenzyl)-5-oxopyrrolidin-2-yl)acetyl)-L-valinate FC1=C(CN2[C@@H](CCC2=O)CC(=O)N[C@@H](C(C)C)C(=O)OC2CCC2)C=CC=C1F